COC1=CC=C(C=C1)SC=1N([C@H]2[C@H](O)[C@H](O)[C@@H](CO)O2)C=2N=C(NC(C2N1)=O)N 8-(4-methoxyphenylthio)guanosine